imidazolium potassium salt [K+].N1C=[NH+]C=C1